ethane-1,2-diol bis(cyanoacetate) C(#N)CC(=O)OCCOC(CC#N)=O